cis-3-[(4-carbamoylpyrimidin-2-yl)amino]-1-methyl-cyclobutanecarboxylic acid C(N)(=O)C1=NC(=NC=C1)NC1CC(C1)(C(=O)O)C